C(CCCCCCNC(C(=C)C)=O)NC(C(=C)C)=O N,N'-heptylenebismethacrylamide